C(CCCCCCCCCCC\C=C/CCCCCCCC)(=O)OCCCCCCCCCCCC lauryl erucate